O(P(OC1=C(C=CC=C1)CCCCCCCCC)OP([O-])[O-])C1=C(C=CC=C1)CCCCCCCCC bis(nonylphenyl) diphosphite